CNC1=NC=CC=C1SC=1C=2N(C=NC1)C=CN2 8-((2-(Methylamino)pyridin-3-yl)thio)imidazo[1,2-c]pyrimidin